C(CS)(=O)OC(C1=CC(=C(C(=C1)C)O)C)CCCCCCCCCCCCCCCCCC stearyl-(3,5-dimethyl-4-hydroxybenzyl) thioglycolate